ClC1=CC=C(C=C1)CN1N=C2C(CN(CC2)C(=O)OC(C)(C)C)C1=O tert-butyl 2-[(4-chlorophenyl) methyl]-3-oxo-3a,4,6,7-tetrahydropyrazolo[4,3-c]pyridine-5-carboxylate